C(C)C(CC1=CC=C(S1)C1=C2C(N=C(S2)[Sn](C)(C)C)=C(C2=C1N=C(S2)[Sn](C)(C)C)C=2SC(=CC2)CC(CCCC)CC)CCCC 4,8-bis[5-(2-ethylhexyl)thiophen-2-yl]-2,6-bistrimethylstannylbenzo[1,2-d:4,5-d']bisthiazole